N(=[N+]=[N-])CC1=NC(=CC=C1)N1C=C(CC1)O[Si](C)(C)C(C)(C)C (R)-2-(azidomethyl)-6-(3-(tert-butyldimethylsilyloxy)pyrrolin-1-yl)pyridine